2-(4,6-bis(2,4-dimethylphenyl)-1,3,5-triazine-2-yl)-5-(octyloxy)phenol CC1=C(C=CC(=C1)C)C1=NC(=NC(=N1)C1=C(C=C(C=C1)C)C)C1=C(C=C(C=C1)OCCCCCCCC)O